3-Methoxy-7-{3-[1-(3-methoxy-3-methylbutyl)-1H-pyrazol-4-yl]-5,6-dimethylpyridin-2-yl}cinnolin COC=1N=NC2=CC(=CC=C2C1)C1=NC(=C(C=C1C=1C=NN(C1)CCC(C)(C)OC)C)C